2-((4,5-Dimethylfuran-2-yl)methyl)-8-(3-Fluorobenzyl)-6-phenylimidazo[1,2-a]pyrazin-3(7H)-on CC=1C=C(OC1C)CC1=NC=2N(C=C(NC2CC2=CC(=CC=C2)F)C2=CC=CC=C2)C1=O